4-amino-1-(trifluoromethyl)cyclohexane-1,3-diol NC1C(CC(CC1)(O)C(F)(F)F)O